C1(CC1)C=1NC(=NN1)C1CC2(CN(C2)C(=O)N2CC(C2)C=2C=NC(=CC2)N2C[C@@H](CC2)C(F)(F)F)C1 [6-(5-cyclopropyl-4H-1,2,4-triazol-3-yl)-2-azaspiro[3.3]heptan-2-yl]-[3-[6-[(3R)-3-(trifluoromethyl)pyrrolidin-1-yl]-3-pyridyl]azetidin-1-yl]methanone